C1(=CC=C(C=C1)NC(C[C@H]1C[C@H](N(C1)C=1C2=C(N=C(N1)C)C1=C(O2)C=CC=C1)C(=O)O)=O)C1=CC=CC=C1 (2S,4R)-4-(2-([1,1'-biphenyl]-4-ylamino)-2-oxoethyl)-1-(2-methylbenzofuro[3,2-d]pyrimidin-4-yl)pyrrolidine-2-carboxylic acid